P(=O)(OC(C)(C)C)(OC(C)(C)C)OC1=C(C(=CC(=C1)C=C)C=C)C(C)(CCO[Si](C)(C)C(C)(C)C)C di-tert-butyl (2-(4-((tert-butyldimethylsilyl)oxy)-2-methylbutan-2-yl)-3,5-divinylphenyl) phosphate